C(C=C)C1CN(CCC1(F)F)C1=NC(=CC(=N1)NC(C1=CN=C(C=C1C1=CC=C(C=C1)C=C)Cl)=O)OC N-(2-(3-allyl-4,4-difluoropiperidin-1-yl)-6-methoxypyrimidin-4-yl)-6-chloro-4-(4-vinylphenyl)nicotinamide